2,6-dimethyl-4-(benzyl)iodobenzene CC1=C(C(=CC(=C1)CC1=CC=CC=C1)C)I